BrC=1C=C2C(=NC1OC1C(COCC1)CNS(=O)(=O)C1=CC=C(C=C1)C)N(C=C2)COCC[Si](C)(C)C N-({4-[(5-bromo-1-{[2-(trimethylsilyl)ethoxy]methyl}pyrrolo[2,3-b]pyridin-6-yl)oxy]oxan-3-yl}methyl)-4-methylbenzenesulfonamide